C1(CCCCC(=O)OCCC(CCO1)C)=O 3-methyl-1,5-pentylene adipate